1,8-Octandion C(CCCCCCC=O)=O